C1(=CC=CC=C1)C1=NC(=NC(=N1)NC1=CC=CC=C1)NC(OCC(C)C)=O isobutyl 4-phenyl-6-(phenyl-amino)-1,3,5-triazin-2-ylcarbamate